(2R,4S)-4-FLUOROPYRROLIDINE-2-CARBOXYLIC ACID F[C@H]1C[C@@H](NC1)C(=O)O